(E)-3-(5-Chloro-2-tetrazol-1-yl-phenyl)-N-((E)-(S)-5-fluoro-9-oxo-8,17-diaza-tricyclo[14.3.1.02,7]icosa-1(20),2(7),3,5,12,16,18-heptaen-15-yl)-acrylamide ClC=1C=CC(=C(C1)/C=C/C(=O)N[C@H]1C/C=C/CCC(NC=2C=C(C=CC2C=2C=CN=C1C2)F)=O)N2N=NN=C2